[Cl-].[Cl-].C(C1=CC=CC=C1)(C1=CC=CC=C1)[Zr+2](C1=CC=CC=2C3=CC=CC=C3CC12)C1C=C(C=C1CC)C(C)(C)C benzhydryl-(3-tert-butyl-5-ethyl-cyclopentadienyl)(fluorenyl)zirconium dichloride